C(C=C)N1NC2=NC(=NC=C2C1=O)SC 2-allyl-6-methylsulfanyl-1H-pyrazolo[3,4-d]Pyrimidine-3-one